COC(=O)C=1C(=CC=CC1)C1=CC(=CC(=C1)N(CC1=NC=C(C(=C1C)OC)C)C(=O)OC(C)(C)C)C(=O)OC.C1(=CC=CC=C1)P(CCP(C1=CC=CC=C1)C1=CC=CC=C1)C1=CC=CC=C1 tetraphenylethylenediphosphine dimethyl-5'-((tert-butoxycarbonyl)((4-methoxy-3,5-dimethylpyridin-2-yl)methyl)amino)-[1,1'-biphenyl]-2,3'-dicarboxylate